4-((S)-2-(2-hydroxyphenyl)-5,6,6a,7,9,10-hexahydro-8H-pyrazino[1',2':4,5]pyrazino[2,3-c]pyridazin-8-yl)pyrrolidin-3-ol OC1=C(C=CC=C1)C=1C=C2C(=NN1)NC[C@@H]1N2CCN(C1)C1C(CNC1)O